7-chloro-1-(phenylsulfonyl)-1H-indole-2-carbaldehyde ClC=1C=CC=C2C=C(N(C12)S(=O)(=O)C1=CC=CC=C1)C=O